(S)-3-fluoro-5-(1-(4-(5-fluoro-4-(3-(hydroxymethyl)-1-methyl-1H-1,2,4-triazol-5-yl)pyrimidin-2-yl)piperazine-1-carbonyl)-4,5-dihydro-1H-pyrazol-5-yl)benzonitrile FC=1C=C(C#N)C=C(C1)[C@@H]1CC=NN1C(=O)N1CCN(CC1)C1=NC=C(C(=N1)C1=NC(=NN1C)CO)F